FC=1C(=NC=C(C1)C1CCN(CC1)C)C1=NNC(=C1C(C)C)C=1C=C(C=2N(C1)N=CN2)OC 6-(3-(3-fluoro-5-(1-methylpiperidin-4-yl)pyridin-2-yl)-4-isopropyl-1H-pyrazol-5-yl)-8-methoxy-[1,2,4]triazolo[1,5-a]pyridine